(4-amino-1,3-dihydrofuro[3,4-c]quinolin-8-yl)-[rac-(3S)-3-(6-bromopyridazin-3-yl)morpholin-4-yl]methanone NC1=NC=2C=CC(=CC2C2=C1COC2)C(=O)N2[C@H](COCC2)C=2N=NC(=CC2)Br |r|